C1(CC1)C1=C(C=CC=C1NC1=NC=CC(=C1)OC1=C(N=C(S1)C)C1=CC=CC=C1)S(=O)(=O)N cyclopropyl-3-((4-((2-methyl-4-phenylthiazol-5-yl)oxy)pyridin-2-yl)amino)benzenesulfonamide